2-benzyl-2-azaspiro[3.3]heptan-6-yl (2R,6R)-4-(5-cyano-3-methylpyrazin-2-yl)-2,6-dimethylpiperazine-1-carboxylate C(#N)C=1N=C(C(=NC1)N1C[C@H](N([C@@H](C1)C)C(=O)OC1CC2(CN(C2)CC2=CC=CC=C2)C1)C)C